NC(C(=O)OCCCCCCCCCCCC)=C.[Na] sodium dodecyl aminoacrylate